1-[3-(4-Bromo-2-isopropyl-2H-pyrazol-3-yl)-4-methoxyphenyl]-3-(4-fluoro-phenyl)-urea BrC1=C(N(N=C1)C(C)C)C=1C=C(C=CC1OC)NC(=O)NC1=CC=C(C=C1)F